COC1=CC(=C(C=C1NC1=NC=NC(=C1)N1OCC[C@@H]1C1=CC(=CC=C1)OC1=CC=CC=C1)NC(C=C)=O)N1CCSCC1 (R)-N-(4-methoxy-5-((6-(3-(3-phenoxyphenyl)isoxazolidin-2-yl)pyrimidin-4-yl)amino)-2-thiomorpholino-phenyl)acrylamide